2-[3-[[(3R)-1-Ethyl-3-piperidyl]amino]-5-methyl-1,2,4-triazin-6-yl]-5-(trifluoromethoxy)phenol C(C)N1C[C@@H](CCC1)NC=1N=NC(=C(N1)C)C1=C(C=C(C=C1)OC(F)(F)F)O